N-(2-chloro-4-(trifluoromethyl)phenyl)-2-(5-ethyl-2-(1-methyl-2-oxo-1,2-dihydropyridin-4-yl)-7-oxo-6-(piperazin-1-yl)-[1,2,4]triazolo[1,5-a]pyrimidin-4(7H)-yl)acetamide ClC1=C(C=CC(=C1)C(F)(F)F)NC(CN1C=2N(C(C(=C1CC)N1CCNCC1)=O)N=C(N2)C2=CC(N(C=C2)C)=O)=O